C(C)NS(=O)(=O)CC1=CC=CC=C1 N-ethyl-toluenesulphonamide